ClC1=C(C=CC(=C1)F)C(C(C(=O)OCC)=C)O ethyl 2-chloro-4-fluoro-β-hydroxy-α-methylenebenzene-propanoate